ClC1=NC(=NC(=C1)C)N1CC2(C=3C=NC(=CC31)NC(C)=O)CC2 N-(1'-(4-chloro-6-methylpyrimidin-2-yl)-1',2'-dihydrospiro[cyclopropan-1,3'-pyrrolo[3,2-c]pyridin]-6'-yl)acetamide